COC1=CC=C(C=C1)/C=C/CC(C1=CC=CC=C1)(C1=CC=CC=C1)NC(C1=CC=CC=C1)=O (E)-N-(4-(4-methoxyphenyl)-1,1-diphenyl-but-3-en-1-yl)benzamide